benzene-d3 [2H]C1=CC(=CC(=C1)[2H])[2H]